N1(CNCC1)N1C=NC=2C1=C1C(=NC2)N(C=C1)S(=O)(=O)C1=CC=C(C)C=C1 (imidazolidin-1-yl)-6-p-toluenesulfonyl-1,6-dihydroimidazo[4,5-d]Pyrrolo[2,3-b]Pyridine